pyrido-[3,2-d]pyrimidin-4-amine N1=CN=C(C2=C1C=CC=N2)N